C1N=CC2=NSC=3C(OC=C21)=CNC3 1H,7H-dipyrrolo[3,4-b:3',4'-f][1,4,5]oxathiazocine